methyl 3-(N-(4-chloro-5-cyano-2-(piperidin-1-yl) phenyl) sulfamoyl)-4-cyclopropylbenzoate ClC1=CC(=C(C=C1C#N)NS(=O)(=O)C=1C=C(C(=O)OC)C=CC1C1CC1)N1CCCCC1